4-(((3S,4R)-4-(4-(1H-tetrazol-5-yl)phenyl)-1-ethylpyrrolidin-3-yl)methyl)-5-cyclopropyl-7-methyl-1H-indole N1N=NN=C1C1=CC=C(C=C1)[C@H]1[C@@H](CN(C1)CC)CC1=C2C=CNC2=C(C=C1C1CC1)C